C(C1=CC=CC=C1)N1CCC(CC1)NC(=O)NC=1C=C(C=CC1)C[C@H](C(=O)O)[C@@H]1CNCC1 (2S)-3-[3-[(1-Benzyl-4-piperidyl)carbamoylamino]phenyl]-2-[(3R)-pyrrolidin-3-yl]propanoic acid